6-(dimethylamino)quinoline-2-carbaldehyde CN(C=1C=C2C=CC(=NC2=CC1)C=O)C